5-(2-bromoethoxy)-1,3-difluoro-2-nitrobenzene BrCCOC=1C=C(C(=C(C1)F)[N+](=O)[O-])F